C(C[N+](CC)(CC)CC)[N+](CC)(CC)CC ethylenebis(triethylammonium)